CO[C@@H](C)C=1C=2N(N=CC1C(=O)OC)C=C(N2)C (S)-Methyl 8-(1-methoxyethyl)-2-methylimidazo[1,2-b]pyridazine-7-carboxylate